C(C)(C)NC(C=C=C)=O N-isopropylbutane-2,3-dienamide